diethyl-4-([1H-pyrazolo[4,3-d]pyrimidin-7-ylamino]methyl)phenylphosphonate C(C)C=1C(=C(C=CC1CNC=1C2=C(N=CN1)C=NN2)P([O-])([O-])=O)CC